N[C@@H]1[C@@H](CN(CC1)C(=O)C1=CC=C2N=CC(=NC2=C1)C=1C=C2C=CN(C(C2=CC1)=O)C)O 6-(7-(((3R,4S)-4-amino-3-hydroxy-1-piperidinyl)carbonyl)-2-quinoxalinyl)-2-methyl-1(2H)-isoquinolinone